tetrahydronaphthyl-(tetralin) C1(CCCC2=CC=CC=C12)C1CCCC2=CC=CC=C12